C(C)(=O)N1C(C(C2=CC=CC=C12)=O)=CC1=C(C=C(OCC(=O)N)C=C1OC)OC 2-(4-((1-acetyl-3-oxoindolin-2-ylidene)methyl)-3,5-dimethoxyphenoxy)acetamide